C(C)SC=1C(=CC2=C(N(C(N2CC(F)(F)F)=O)C)C1)C1=NC=2C(=NC=C(C2)C(F)(F)F)N1C 6-ethylsulfanyl-1-methyl-5-[3-methyl-6-(trifluoromethyl)imidazo[4,5-b]pyridine-2-yl]-3-(2,2,2-trifluoroethyl)benzimidazol-2-one